CC1=C(N=C2[C@@H]3CC[C@H](C2=C1C=1C(=C(C=C2C=NN(C12)C)C)C)C3)N3CC1(CN(C1)C(C=C)=O)CC3 (M)-1-(6-((1R,8S)-5-methyl-6-(1,5,6-trimethyl-1H-indazol-7-yl)-3-azatricyclo[6.2.1.02,7]undeca-2,4,6-trien-4-yl)-2,6-diazaspiro[3.4]octan-2-yl)-2-propen-1-one